isobutyl-3-(4-(2-methyl-1-phenyl-1H-benzimidazol-5-yl)phenyl)urea C(C(C)C)NC(=O)NC1=CC=C(C=C1)C1=CC2=C(N(C(=N2)C)C2=CC=CC=C2)C=C1